ClC=1C=C(C=CC1F)C(C=1N(C(=CN1)CSC)COCC[Si](C)(C)C)C1=CC(=C(C=C1)F)Cl 2-(bis(3-chloro-4-fluorophenyl)methyl)-5-((methylthio)methyl)-1-((2-(trimethylsilyl)ethoxy)methyl)-1H-imidazole